(±)-cyclopropyl{1-[6-({1-(cyclopropylmethyl)-3-[4-(difluoromethyl)phenyl]-4-methyl-1H-pyrazol-5-yl}amino)pyrimidin-4-yl]-3,5-dimethyl-1H-pyrazol-4-yl}methanol C1(CC1)[C@@H](O)C=1C(=NN(C1C)C1=NC=NC(=C1)NC1=C(C(=NN1CC1CC1)C1=CC=C(C=C1)C(F)F)C)C |r|